2-[4-(4-methylthiazol-5-yl)pyrazol-1-yl]-N-(5-pyrazin-2-yl-2-pyridyl)acetamide CC=1N=CSC1C=1C=NN(C1)CC(=O)NC1=NC=C(C=C1)C1=NC=CN=C1